tert-butyl 3-bromo-2-(3-methoxyphenyl)-6,7-dihydropyrazolo[1,5-a]pyrazine-5(4H)-carboxylate tert-butyl-2-(3-methoxyphenyl)-6,7-dihydropyrazolo[1,5-a]pyrazine-5(4H)-carboxylate C(C)(C)(C)OC(=O)N1CC=2N(CC1)N=C(C2)C2=CC(=CC=C2)OC.BrC=2C(=NN1C2CN(CC1)C(=O)OC(C)(C)C)C1=CC(=CC=C1)OC